5-[1-(2-Fluoro-6-methyl-phenyl)-piperidin-4-yl]-2-(2-morpholin-4-yl-ethyl)-7-(2-trifluoromethyl-benzyl)-2,4,5,7-tetrahydro-pyrazolo[3,4-d]pyrimidin-6-on FC1=C(C(=CC=C1)C)N1CCC(CC1)N1C(N(C=2C(C1)=CN(N2)CCN2CCOCC2)CC2=C(C=CC=C2)C(F)(F)F)=O